ethyl-5-[(2R)-3-(3,5-dimethylpyrazol-1-yl)-2-hydroxy-propoxy]-1,2-dimethylindole-3-carboxylate C(C)OC(=O)C1=C(N(C2=CC=C(C=C12)OC[C@@H](CN1N=C(C=C1C)C)O)C)C